2-(dimethylamino)ethyl 2-[1-[2-[[(3-fluorophenyl)amino]carbonyl]hydrazinylidene]ethyl]-3-pyridinecarboxylate FC=1C=C(C=CC1)NC(=O)NN=C(C)C1=NC=CC=C1C(=O)OCCN(C)C